C1(CCCCC1)[C@@H]1O[C@@H](C2=CC(=CC=C2[C@@H]1C1=CC=C(C=C1)N1CCC(CC1)CN1CCN(CC1)C=1C=C2CN(C(C2=CC1)=O)[C@@H]1C(NC(CC1)=O)=O)O)C (S)-3-(5-(4-((1-(4-((1R,3S,4S)-3-cyclohexyl-7-hydroxy-1-methylisochroman-4-yl)phenyl)piperidin-4-yl)methyl)piperazin-1-yl)-1-oxoisoindolin-2-yl)piperidine-2,6-dione